N-(4-formylphenyl)-N-methylglycine methyl ester COC(CN(C)C1=CC=C(C=C1)C=O)=O